ClC1=C(C(=CC(=C1)OCOC)B1OC(C(O1)(C)C)(C)C)CCCCC(=O)O 5-(2-chloro-4-(methoxymethoxy)-6-(4,4,5,5-tetramethyl-1,3,2-dioxaborolan-2-yl)phenyl)pentanoic acid